C1(=CC=CC=C1)C1=CC2=C(C(N3C(CO2)CNCC3)=O)C=N1 3-(phenyl)-7,8,9,10-tetrahydro-6H-pyrazino[2,1-c]pyrido[3,4-f][1,4]oxazepin-12-one